(2R)-4-(6-fluoro-[1,2,4]triazolo[4,3-a]pyridin-7-yl)butan-2-ol FC=1C(=CC=2N(C1)C=NN2)CC[C@@H](C)O